tert-butyl 3-(3-bromo-2-methyl-phenoxy)-8-azaspiro[4.5]decane-8-carboxylate BrC=1C(=C(OC2CCC3(C2)CCN(CC3)C(=O)OC(C)(C)C)C=CC1)C